3-[(3R)-1-methylpyrrolidin-3-yl]Urea CN1C[C@@H](CC1)NC(N)=O